C(C1=CC=CC=C1)OCC1CN2C(O1)=CC=N2 2-((benzyloxy)methyl)-2,3-dihydropyrazolo[5,1-b]oxazole